ClC1=C(C(=CC=C1)C(=O)NC1=C(C=C(C=C1)C(C(F)(F)F)(C(F)(F)F)F)C)C(=O)NC(C)(C)C#N 3-Chloro-N2-(1-cyano-1-methylethyl)-N1-[2-methyl-4-[1,2,2,2-tetrafluoro-1-(trifluoromethyl)ethyl]phenyl]-1,2-benzenedicarboxamide